N-(3-chloro-4-fluorophenyl)-3-(4-(2-methoxyethyl)piperazine-1-carbonyl)-N-methyl-1-(6-methyl-4-(trifluoromethyl)pyridin-2-yl)-4,5-dihydro-1H-pyrazole-5-carboxamide ClC=1C=C(C=CC1F)N(C(=O)C1CC(=NN1C1=NC(=CC(=C1)C(F)(F)F)C)C(=O)N1CCN(CC1)CCOC)C